C(C)(C)(C)OC(NC1=CC=C(C=C1)NC(=O)C12CCC(CC1)(CC2)C(NC2=CC=C(C=C2)Br)=O)=O (4-{[4-(4-bromo-phenylcarbamoyl)-bicyclo[2.2.2]octane-1-carbonyl]-amino}-phenyl)-carbamic acid tert-butyl ester